1-(8-hydroxy-3-(trifluoromethyl)-5,5a,6,7,8,9-hexahydroimidazo[1,2-a:5,4-b']dipyridin-7-yl)-2-oxopyrrolidin OC1C(CC2N(C1)C1=NC=C(C=C1N2)C(F)(F)F)N2C(CCC2)=O